COC(=O)C1=CC2=C(S1)C(=CC(=C2Br)F)[N+](=O)[O-] 4-bromo-5-fluoro-7-nitrobenzo[b]thiophene-2-carboxylic acid methyl ester